BrC=1C(=CC2=C(C1)C=1N(N=C(C1OCC2)C(=O)OCC)C2=CC(=CC(=C2)Cl)Cl)OC Ethyl 9-bromo-1-(3,5-dichlorophenyl)-8-methoxy-5,6-dihydro-[3]benzoxepino[5,4-c]pyrazole-3-carboxylate